4-[3-[2-chloro-4-(7,7-dimethyl-5,9-dioxa-2-azaspiro[3.5]nonan-2-yl)benzoyl]-2,4-dihydro-1,3-benzoxazin-8-yl]-5-fluoro-2-(3-oxa-8-azabicyclo[3.2.1]octan-8-yl)benzoic acid ClC1=C(C(=O)N2COC3=C(C2)C=CC=C3C3=CC(=C(C(=O)O)C=C3F)N3C2COCC3CC2)C=CC(=C1)N1CC2(C1)OCC(CO2)(C)C